4,4,4-trifluoro-1-{4-[(4-nitrobenzyl)oxy]phenyl}butane-1,3-dione FC(C(CC(=O)C1=CC=C(C=C1)OCC1=CC=C(C=C1)[N+](=O)[O-])=O)(F)F